(4-chloro-2-cyanophenyl)-2-methylpropane-2-sulfinamide ClC1=CC(=C(C=C1)CC(C)(S(=O)N)C)C#N